ClC1=CC=C2C(=C(N(C2=C1)C=1C=NN(C1)CC)OC)SC1=CC=CC(=N1)C(=O)O 6-((6-chloro-1-(1-ethyl-1H-pyrazol-4-yl)-2-methoxy-1H-indol-3-yl)thio)picolinic acid